4-(4-chloro-3-((4-(trifluoromethyl)benzyl)oxy)phenoxy)-1H-1,2,3-triazole-5-carboxylic acid ClC1=C(C=C(OC=2N=NNC2C(=O)O)C=C1)OCC1=CC=C(C=C1)C(F)(F)F